4-(8-amino-3-(1-oxo-2,8-diazaspiro[4.5]decan-8-yl)imidazo[1,5-a]pyrazin-1-yl)-3-fluoro-N-(4-methylpyridin-2-yl)benzamide NC=1C=2N(C=CN1)C(=NC2C2=C(C=C(C(=O)NC1=NC=CC(=C1)C)C=C2)F)N2CCC1(CCNC1=O)CC2